methyl 1-[5-[2-(2-amino-3-pyridyl)-5-phenyl-imidazo[4,5-b]pyridin-3-yl]-2-pyridyl]piperidine-3-carboxylate NC1=NC=CC=C1C1=NC=2C(=NC(=CC2)C2=CC=CC=C2)N1C=1C=CC(=NC1)N1CC(CCC1)C(=O)OC